{1-{1-[3-Fluoro-2-(trifluorometh-yl)isonicotinoyl]-piperidin-4-yl}-3-[4-(7H-pyrrolo[2,3-d]-pyrimidin-4-yl)-1H-pyrazol-1-yl]azetidin-3-yl}acetonitrile FC1=C(C(=O)N2CCC(CC2)N2CC(C2)(N2N=CC(=C2)C=2C3=C(N=CN2)NC=C3)CC#N)C=CN=C1C(F)(F)F